2-(4-(2-hydroxyethyl)piperazin-1-yl)-N-phenylethanesulfonamide OCCN1CCN(CC1)CCS(=O)(=O)NC1=CC=CC=C1